(R)-1-(3-Fluorophenyl)-2-((2-methyl-1-((R)-1-(methylsulfonyl)-piperidin-3-yl)propan-2-yl)amino)ethan-1-ol hydrochloride Cl.FC=1C=C(C=CC1)[C@H](CNC(C[C@@H]1CN(CCC1)S(=O)(=O)C)(C)C)O